N-methyl-N-[4-(tert-butyl)benzyl]-1-naphthylmethylamine hydrochloride Cl.CN(CC1=CC=C(C=C1)C(C)(C)C)CC1=CC=CC2=CC=CC=C12